6-bromo-8-(methoxymethyl)quinazolin-2-amine BrC=1C=C2C=NC(=NC2=C(C1)COC)N